OC1=C(C=CC(=C1)O)N1N=C2C(=N1)C=CC(=C2)Cl 2-(2',4'-dihydroxyphenyl)-5-chlorobenzotriazole